C1CC(=O)C(=O)C(=O)C1 CYCLOHEXANETRIONE